O=C/C=C/C(=O)[O-] 4-oxocrotonate